ClC1=C(C(=NN1CC1=C(C=CC=C1)F)C(=O)OCC)CCN[C@@H]1C(N(C2=C(OC1)C=C1C(=C2)N=C(O1)C1CC1)C)=O ethyl (S)-5-chloro-4-(2-((2-cyclopropyl-5-methyl-6-oxo-5,6,7,8-tetrahydrooxazolo[4',5':4,5]benzo[1,2-b][1,4]oxazepin-7-yl) amino) ethyl)-1-(2-fluorobenzyl)-1H-pyrazole-3-carboxylate